C(C)N(C1=CC=C(C=N1)[C@H](C)NS(=O)C(C)(C)C)CC ((S)-1-(6-(diethylamino)pyridin-3-yl)ethyl)-2-methylpropane-2-sulfinylamine